5-[[3-Chloro-2-(4,4-dimethyl-1-piperidinyl)benzyl]sulfonyl]-N,N-dimethylthiophene-3-sulfonamide ClC=1C(=C(CS(=O)(=O)C2=CC(=CS2)S(=O)(=O)N(C)C)C=CC1)N1CCC(CC1)(C)C